NC1=NC=C(C(=N1)C1=CN(C2=NC=C(C=C21)C#CC(C)(O)C)C2CCCC2)Cl 4-(3-(2-amino-5-chloropyrimidin-4-yl)-1-cyclopentyl-1H-pyrrolo[2,3-b]pyridin-5-yl)-2-methylbut-3-yn-2-ol